O=C1N(CCC1)CCCN(C1=CC=C(C=N1)C1=NC=2N(C(N(C(C2N1)=O)CCOC)=O)CCC)C(=O)C=1C=NC(=CC1)F 8-(6-{[3-(2-Oxo-1-pyrrolidinyl)propyl](6-fluoro-3-pyridyl)carbonylamino}-3-pyridyl)-1-(2-methoxyethyl)-3-propylxanthine